2-fluoro-2-[5-[1-(2-fluorophenyl)ethyl]-1,3-thiazol-2-yl]-1λ6-thiomorpholine-1,1-dione FC1(CNCCS1(=O)=O)C=1SC(=CN1)C(C)C1=C(C=CC=C1)F